ONC(=N)C=1C=NC(=CC1)C(F)(F)F N-hydroxy-6-(trifluoromethyl)pyridine-3-carboximidamide